4-hydroxy-4-methylpentan-2-one hydrate O.OC(CC(C)=O)(C)C